5-(2-chlorophenoxy)-3-(((5-fluoro-3-methylpyridin-2-yl)methyl)amino)-4H-benzo[e][1,2,4]thiadiazine 1,1-dioxide ClC1=C(OC2=CC=CC3=C2NC(=NS3(=O)=O)NCC3=NC=C(C=C3C)F)C=CC=C1